ClC1=CC2=C(N=C(N=C2)NC2=C(C=C(C=C2)S(=O)(=O)NCCOC2CCC(CC2)CO)C)N(C1=O)C1CCCC1 4-((6-Chloro-8-cyclopentyl-7-oxo-7,8-dihydropyrido[2,3-d]pyrimidin-2-yl)amino)-N-(2-(((1r,4r)-4-(hydroxymethyl)cyclohexyl)oxy)ethyl)-3-methylbenzenesulfonamide